[Cl-].[Cl-].[Cl-].[Cr+3] chromium trichloride salt